O1C(=CC=C1)C(=O)[O-].O1C(=CC=C1)C(=O)[O-].O1C(=CC=C1)C(=O)[O-].[Li+].[Li+].[Li+] lithium trifurate